(R)-2-((1-(2-(4-fluorophenyl)-7-methyl-4-oxo-4H-pyrido[1,2-a]pyrimidin-9-yl)ethyl)amino)benzoic acid FC1=CC=C(C=C1)C=1N=C2N(C(C1)=O)C=C(C=C2[C@@H](C)NC2=C(C(=O)O)C=CC=C2)C